(6-bromopyridin-2-yl)-6-(2,2,2-trifluoroethoxy)imidazo[1,2-a]pyrazine BrC1=CC=CC(=N1)C=1N=C2N(C=C(N=C2)OCC(F)(F)F)C1